FC1(C(CCC1)OC1=C(C=C(C=C1)[N+](=O)[O-])F)F 1-((2,2-difluorocyclopentyl)oxy)-2-fluoro-4-nitrobenzene